(2-amino-2-oxoethyl)((2-chloro-4-(2-(4-fluorobenzyl)-2H-tetrazol-5-yl)phenyl)sulfonyl)carbamic acid tert-butyl ester C(C)(C)(C)OC(N(S(=O)(=O)C1=C(C=C(C=C1)C=1N=NN(N1)CC1=CC=C(C=C1)F)Cl)CC(=O)N)=O